ClC1=C(C(=CC=C1Cl)SC1=C(C=CC=C1)CO)CCC(C)(S(=O)N)C [[2,3-dichloro-6-[2-(hydroxymethyl)phenyl]sulfanyl-phenyl]methyl]-2-methyl-propane-2-sulfinamide